COC(C1=CC=C(C=C1)N1CCN(CC1)CC1=C(CC(CC1)(C)C)C1=C(SC=C1)C)=O 4-(4-((4,4-dimethyl-2-(2-methylthiophen-3-yl)cyclohex-1-en-1-yl)methyl)piperazin-1-yl)benzoic acid methyl ester